2-(((tert-butoxycarbonyl)(cyclobutylmethyl)amino)methyl)-1H-indole-1-carboxylic acid tert-butyl ester C(C)(C)(C)OC(=O)N1C(=CC2=CC=CC=C12)CN(CC1CCC1)C(=O)OC(C)(C)C